C(#N)CC(C(CCC)(C)C)=O cyano-3,3-dimethyl-2-hexanone